[C@H]12CN(C[C@H](CC1)O2)C2=NC=C(C(=N2)NC2=CC=1C3=C(C(N(C1C=C2)C)=O)OCC([C@@H](N3)C3CC3)(F)F)F (S)-10-((2-((1R,5S)-8-Oxa-3-azabicyclo[3.2.1]octan-3-yl)-5-fluoropyrimidin-4-yl)amino)-2-cyclopropyl-3,3-difluoro-7-methyl-1,2,3,4-tetrahydro-[1,4]oxazepino[2,3-c]chinolin-6(7H)-on